ClC1=NC(=NC2=C1N(C=1C=CC(=CC21)CN(C)C)CC(F)(F)F)C=2C=NN(C2)C 1-(4-chloro-2-(1-methyl-1H-pyrazol-4-yl)-5-(2,2,2-trifluoroethyl)-5H-pyrimido[5,4-b]indol-8-yl)-N,N-dimethylmethanamine